CNC1=NC(=NC(=C1)C)NC1=CC2=C(OCO2)C(=C1C)C=1CCCNCC1 N4,6-dimethyl-N2-[6-methyl-7-(2,3,4,7-tetrahydro-1H-azepin-5-yl)-1,3-benzodioxol-5-yl]pyrimidine-2,4-diamine